N-(2,6-dioxopiperidin-3-yl)-2-((4-fluoro-2-methylphenyl)-amino)-5-(trifluoromethyl)-benzamide O=C1NC(CCC1NC(C1=C(C=CC(=C1)C(F)(F)F)NC1=C(C=C(C=C1)F)C)=O)=O